BrC=1C=NC=C(C1C)OC1=CC=C(C=C1)SC 3-bromo-4-methyl-5-[4-(methylsulfanyl)phenoxy]pyridine